C(C)(C)OCC=1OC(=CC1)COC(C)C 2,5-bis(isopropoxymethyl)furan